Cl.COC=1N=CC=2C=CC=C(C2C1)NC1CCNCC1 3-methoxy-N-(piperidin-4-yl)isoquinolin-5-amine hydrochloride